tert-butyl 2-(((tert-butoxycarbonyl)((6-(4-fluorophenyl)-4-(1-methyl-1H-pyrazol-3-yl)pyridin-3-yl)methyl)amino)methyl)acrylate C(C)(C)(C)OC(=O)N(CC=1C=NC(=CC1C1=NN(C=C1)C)C1=CC=C(C=C1)F)CC(C(=O)OC(C)(C)C)=C